FC(C(=O)O)(F)F.FC(C(=O)O)(F)F.C1=NC=CC2=CC=CC(=C12)C#N isoquinoline-8-carbonitrile bis(2,2,2-trifluoroacetate)